C(C)C(CCCCCCCCCCCCCCCCC)OCCO 2-[(1-ethyloctadecyl)oxy]ethanol